tert-butyl 3-(4-bromophenyl)-3-[(tert-butyldimethylsilyl)oxy]azetidine-1-carboxylate BrC1=CC=C(C=C1)C1(CN(C1)C(=O)OC(C)(C)C)O[Si](C)(C)C(C)(C)C